NC1=C(C(=NC=2N1N=C(C2CC)C)NCCC2=NN(C(=C2)C)C2COCC2CO)C#N 7-amino-3-ethyl-5-((2-(1-(4-(hydroxymethyl)tetrahydrofuran-3-yl)-5-methyl-1H-pyrazol-3-yl)ethyl)amino)-2-methylpyrazolo[1,5-a]pyrimidine-6-carbonitrile